1-(1-methylpiperidin-4-yl)urea CN1CCC(CC1)NC(=O)N